C(CCCCCCCCC)C(CC1=CC=C(S1)C=1SC2=C(N1)C(=C1C(N=C(S1)C=1SC(=CC1)CC(CCCCCCCCCCCC)CCCCCCCCCC)=C2C=2SC(=CC2)[Sn](C)(C)C)C=2SC(=CC2)[Sn](C)(C)C)CCCCCCCCCCCC 2,6-bis[5-(2-decyltetradecyl)thiophene-2-yl]-4,8-bis(5-trimethylstannylthiophen-2-yl)-benzo[1,2-d:4,5-d']bisthiazole